6-((1-hydroxy-2-methylpropan-2-yl)amino)-N-(3-(N-(1-methylcyclobutyl)sulfamoyl)phenyl)-2-(6-azaspiro[2.5]oct-6-yl)nicotinamide OCC(C)(C)NC1=NC(=C(C(=O)NC2=CC(=CC=C2)S(NC2(CCC2)C)(=O)=O)C=C1)N1CCC2(CC2)CC1